ethyl-cyano-β-phenylcinnamate C(C)C1=C(C(=C(C(=O)[O-])C#N)C2=CC=CC=C2)C=CC=C1